S1C=NC2=C1C=CC(=C2)C2N(CC(CC2)C)C(C(=O)NC=2C1=C(C(=NC2)NC(OC(C)(C)C)=O)COC1)=O tert-butyl (7-(2-(2-(benzo[d]thiazol-5-yl)-5-methylpiperidin-1-yl)-2-oxoacetamido)-1,3-dihydrofurano[3,4-c]pyridin-4-yl)carbamate